tert-Butyl (R)-4-((2-(3-acetamido-4-(methoxycarbonyl)phenyl)-4-(2,2-difluoroethyl)piperazin-1-yl)methyl)-5-methoxy-7-methyl-1H-indole-1-carboxylate C(C)(=O)NC=1C=C(C=CC1C(=O)OC)[C@H]1N(CCN(C1)CC(F)F)CC1=C2C=CN(C2=C(C=C1OC)C)C(=O)OC(C)(C)C